CN1C(C2(CC2)OC2=C1C=C(C=C2C=2C1=C(C(N(C2)C)=O)NC=C1)S(=O)(=O)C)=O 4-methyl-8-(6-methyl-7-oxo-6,7-dihydro-1H-pyrrolo[2,3-c]pyridin-4-yl)-6-(methylsulfonyl)spiro[1,4-benzoxazine-2,1'-cyclopropan]-3(4H)-one